octylamine C(CCCCCCC)N